(4-Chloro-2-(3-methyl-6-(pyrazolo[1,5-a]pyrimidin-3-yl)-1H-pyrazolo[4,3-c]pyridin-1-yl)phenyl)methanol ClC1=CC(=C(C=C1)CO)N1N=C(C=2C=NC(=CC21)C=2C=NN1C2N=CC=C1)C